N-(6-(8-methyl-4-oxo-4H-pyrimido[1,2-b]pyridazin-7-yl)-5,6,7,8-tetrahydro-1,6-naphthyridin-3-yl)methanesulfonamide CC1=CC=2N(N=C1N1CC=3C=C(C=NC3CC1)NS(=O)(=O)C)C(C=CN2)=O